ClC1=NC=C(C=N1)NS(=O)(=O)C N-(2-Chloropyrimidin-5-yl)methanesulfonamide